4-((cis)-3-methoxy-1-(4-(trifluoromethyl)phenyl)cyclobutoxy)-2-methylene-4-oxobutanoic acid COC1CC(C1)(OC(CC(C(=O)O)=C)=O)C1=CC=C(C=C1)C(F)(F)F